dioctyltin diisooctylthioacetate C(CCCCC(C)C)C(C(=S)[O-])CCCCCC(C)C.C(CCCCCCC)[Sn+2]CCCCCCCC.C(CCCCC(C)C)C(C(=S)[O-])CCCCCC(C)C